N-(3-(2,2-difluoroethoxy)cyclobutyl)carbamic acid tert-butyl ester C(C)(C)(C)OC(NC1CC(C1)OCC(F)F)=O